ClC1=CC(=CC=2CN(CCOC21)CC=2C=C(N=NC2)NS(=O)(=O)C)N2C=CC1=CC(=CC=C21)F N-(5-{[9-chloro-7-(5-fluoroindol-1-yl)-3,5-dihydro-2H-1,4-benzoxazepin-4-yl]methyl}pyridazin-3-yl)methanesulfonamide